N-((1s,3s)-3-ethoxycyclobutyl)-2-(1-(2-methoxyethyl)-1H-imidazol-2-yl)-6-(1-methyl-1H-pyrazol-3-yl)-5-phenylthieno[2,3-d]pyrimidin-4-amine C(C)OC1CC(C1)NC=1C2=C(N=C(N1)C=1N(C=CN1)CCOC)SC(=C2C2=CC=CC=C2)C2=NN(C=C2)C